1H-indole-2-carbohydrazide N1C(=CC2=CC=CC=C12)C(=O)NN